(s)-1-(benzo[d][1,3]dioxol-5-yl)-N-methylbutan-2-amine hydrochloride Cl.O1COC2=C1C=CC(=C2)C[C@H](CC)NC